C(C)N1CC2=CC(=C(C=C2CC1)OC)NC=1N=NC(=C(N1)NC1=C(C=CC=C1)C1OCCC1)C(=O)N ((2-Ethyl-6-methoxy-1,2,3,4-tetrahydroisoquinolin-7-yl)amino)-5-((2-(tetrahydrofuran-2-yl)phenyl)amino)-1,2,4-triazine-6-carboxamide